4-((2,2-difluorobenzo[d][1,3]dioxol-5-yl)oxy)pyrrolidine FC1(OC2=C(O1)C=CC(=C2)OC2CCNC2)F